5-(3-aminopropyl)-7-chloro-5,10-dihydro-11H-dibenzo[b,e][1,4]diazepin-11-one NCCCN1C2=C(NC(C3=C1C=CC=C3)=O)C=CC(=C2)Cl